ethyl 5-methylthiophene-2-carboxylate CC1=CC=C(S1)C(=O)OCC